C(C1=CC=CC=C1)OC1=C2C[C@H]([C@@H](OC2=CC(=C1)OCC1=CC=CC=C1)C1=C(C(=C(C(=C1)OCC1=CC=CC=C1)OCC1=CC=CC=C1)OCC1=CC=CC=C1)F)O (2S,3R)-5,7-bis(benzyloxy)-2-(3,4,5-tris(benzyloxy)-2-fluorophenyl)chroman-3-ol